CS(=O)(=O)N[C@@H]1[C@@H](N(CC1)C(=O)OC(C)C)CC=1N=C(SC1)C1=CC=CC=C1 isopropyl cis-3-((methylsulfonyl)amino)-2-((2-phenyl-1,3-thiazol-4-yl)methyl)pyrrolidine-1-carboxylate